3-((2-((((2-Acetyl-9-hydroxynaphtho[2,3-b]furan-4-yl)oxy)carbonyl)amino)ethyl)amino)propionic Acid hydrochloride Cl.C(C)(=O)C1=CC2=C(O1)C(=C1C=CC=CC1=C2OC(=O)NCCNCCC(=O)O)O